OC=1C=C(C=C(C1O)OC)/C=C/C=C/C(=O)OC methyl (2E,4E)-5-(3,4-dihydroxy-5-methoxyphenyl)penta-2,4-dienoate